iodosilyl-benzene I[SiH2]C1=CC=CC=C1